1,5-dihydro-4H-pyrazolo[3,4-d]pyrimidin-4-one N1N=CC2=C1N=CNC2=O